O1C=NC(=C1)C(C)OC=1C(=NC=CC1)N (1-(1,3-oxazol-4-yl)ethoxy)pyridin-2-amine